CN1CCN(CC1)CC1=CC=C(C=C1)C=1C=2C(N(C(C=3C2C2(C(C(N(C(C2C1)=O)CCCN1CCOCC1)=O)NCCN1CCCC1)C=CC3)=O)CCCN3CCOCC3)=O 4-(4-((4-methylpiperazin-1-yl)methyl)phenyl)-2,7-bis(3-morpholinopropyl)-9-((2-(pyrrolidin-1-yl)ethyl)amino)benzo[mn][3,8]phenanthroline-1,3,6,8(2H,7H)-tetraone